2-methyl-4-(dimethylamino)pyridine CC1=NC=CC(=C1)N(C)C